COC1=CC=C(CN2C(C(CCC2=O)C2=CC=C(C=C2)N2CCC(CC2)CCC2CCN(CC2)C(=O)OC(C)(C)C)=O)C=C1 tert-butyl 4-(2-(1-(4-(1-(4-methoxybenzyl)-2,6-dioxopiperidin-3-yl)phenyl)piperidin-4-yl)ethyl)piperidine-1-carboxylate